FC(C(=O)O)(F)F.FC[C@H]1NCC1 (S)-2-(fluoromethyl)azetidine 2,2,2-trifluoroacetate